bis-(β-hydroxyethyl)terephthalate OCCOC(C1=CC=C(C(=O)OCCO)C=C1)=O